C(C1=CC=CC=C1)OC1=CC(=C(C(=C1)F)N1C2=NC(=NC=C2N=C1C(C)C)C1=CC(=CC=C1)C(F)(F)F)F 9-[4-(benzyloxy)-2,6-difluorophenyl]-8-(propan-2-yl)-2-[3-(trifluoromethyl)phenyl]-9H-purine